OC1CCC(CC1)NC(OCC1=CC=CC=C1)=O benzyl ((1s,4s)-4-hydroxycyclohexyl)carbamate